C(C)(C)(C)OC(CCNCC=1C=C2C(=CN(C2=CC1)C1=NOC(=N1)C1=NOC2=C1CCC(C2)(C)C)Cl)=O 3-(((3-chloro-1-(5-(6,6-dimethyl-4,5,6,7-Tetrahydrobenzo[d]isoxazol-3-yl)-1,2,4-oxadiazol-3-yl)-1H-indol-5-yl)methyl)amino)propionic acid tert-butyl ester